6-(4-ethylpiperazin-1-yl)-7-methylquinazoline-2,4(1H,3H)-dione C(C)N1CCN(CC1)C=1C=C2C(NC(NC2=CC1C)=O)=O